C(#N)C=1C=C(C(=NC1)OC)S(=O)(=O)NC1=C(C(=C(C=C1)F)C1=CC=C2C(=NNC2=C1F)C=1NC=CN1)F 5-cyano-N-(2,4-difluoro-3-(7-fluoro-3-(1H-imidazol-2-yl)-1H-indazol-6-yl)phenyl)-2-methoxypyridine-3-sulfonamide